CN1C(=NN=C1)C1CC2(CN(C2)C2=C(C#N)C=CC=C2C=2C=NC=CC2)C1 (6-(4-methyl-4H-1,2,4-triazol-3-yl)-2-azaspiro[3.3]heptane-2-yl)-3-(pyridin-3-yl)benzonitrile